C(C)(C)(C)NC(=O)N1CCC2(CC2C2=NC(=NO2)C2=C(C=CC(=C2)Cl)OC)CC1 N-tert-butyl-1-[3-(5-chloro-2-methoxyphenyl)-1,2,4-oxadiazol-5-yl]-6-azaspiro[2.5]octane-6-carboxamide